2-[[4-[3-cycloprop-yl-5-isobutyl-2-(2H-tetrazol-5-yl)-phenyl]piperazin-1-yl]methyl]-1,3-benzothiazole C1(CC1)C=1C(=C(C=C(C1)CC(C)C)N1CCN(CC1)CC=1SC2=C(N1)C=CC=C2)C=2N=NNN2